C(C)(C)(C)OC(NCC1=NNC(=C1)C(N(C)C)=O)=O N-[[5-(dimethylcarbamoyl)-1H-pyrazol-3-yl]methyl]carbamic acid tert-butyl ester